7-bromo-5-fluoro-3-methyl-3,4-dihydro-1H-quinoxalin-2-one BrC1=CC(=C2NC(C(NC2=C1)=O)C)F